C(C)(C)(C)OC(=O)N1CCC(CC1)C1=CC=CC=2NC=NC21 4-(1H-Benzimidazol-4-yl)piperidine-1-carboxylic acid tert-butyl ester